2-(4-((3-fluoro-2-methoxybenzamido)methyl)-3-methylphenyl)-9,10-dihydro-4H-benzo[d]pyrazolo[1,5-a][1,3]diazepine-3-carboxamide FC=1C(=C(C(=O)NCC2=C(C=C(C=C2)C2=NN3C(NC4=C(CC3)C=CC=C4)=C2C(=O)N)C)C=CC1)OC